2-(tetradecylthio)ethan-1-ol C(CCCCCCCCCCCCC)SCCO